BrC1=CC=2N(C=C1)N=C(N2)NC(OC(C)(C)C)=O tert-butyl (7-bromo-[1,2,4]triazolo[1,5-a]pyridin-2-yl)carbamate